(S)-5-(3-(2-chloro-7-(1-methoxyethyl)pyrazolo[1,5-a]pyrimidin-6-yl)ureido)-3-cyclopropyl-N-methoxypyridineamide ClC1=NN2C(N=CC(=C2[C@H](C)OC)NC(NC=2C=C(C(=NC2)C(=O)NOC)C2CC2)=O)=C1